1-(4-bromo-2-(trifluoromethyl)phenyl)-N,N-dimethylmethanamine BrC1=CC(=C(C=C1)CN(C)C)C(F)(F)F